3-(1H-benzimidazol-4-yl)pyridin-4-amine TFA salt OC(=O)C(F)(F)F.N1C=NC2=C1C=CC=C2C=2C=NC=CC2N